NCCCC(C)O 1-aminopentane-4-ol